4-(4-hydroxycyclohexyl)-1H-pyrazolo[4,3-c]pyridine-7-carboxamide OC1CCC(CC1)C1=NC=C(C2=C1C=NN2)C(=O)N